NCCOCCOCCOCCOCCNC1=C2CN(CC2=CC=C1)C1C(NC(CC1)=O)=O 4-((14-amino-3,6,9,12-tetraoxatetradecyl)amino)-2-(2,6-dioxopiperidin-3-yl)isoindoline